2,5,6,7-tetrahydro-1,4-oxaazepin O1CC=NCCC1